1H-pyrazolo[3,4-d]pyrimidin-4-one N1NC=C2C1=NC=NC2=O